FC1(CN(C1)CC(=O)N([S@](=O)C=1C=C(C=CC1)NC(C1=C(N=CC(=C1C)C(F)(F)F)OC=1C(=NC(=CC1)F)C)=O)C)F (R)-N-(3-(N-(2-(3,3-difluoroazetidin-1-yl)acetyl)-S-methylamino-sulfinyl)phenyl)-2-((6-fluoro-2-methylpyridin-3-yl)oxy)-4-methyl-5-(trifluoromethyl)nicotinamide